C1(=CC=CC=C1)S(=O)(=O)N1C=C(C=2C1=NC(=CC2)C#N)B2OC(C(O2)(C)C)(C)C 1-(phenylsulfonyl)-3-(4,4,5,5-tetramethyl-1,3,2-dioxaborolan-2-yl)-1H-pyrrolo[2,3-b]pyridine-6-carbonitrile